N[C@H]1CN(C[C@@H](C1)F)C(=O)C1=CC2=C(N(C(=N2)C2=CC=3C=4N2CCN(C4C=CC3)CCCO)CC3CCC3)C(=C1)OC ((3R,5R)-3-amino-5-fluoropiperidin-1-yl)(1-(cyclobutylmethyl)-2-(1-(3-hydroxypropyl)-2,3-dihydro-1H-pyrrolo[1,2,3-de]quinoxalin-5-yl)-7-methoxy-1H-benzo[d]imidazol-5-yl)methanone